5-((tert-butyldimethylsilyl)oxy)-2,2-dimethylvaleronitrile [Si](C)(C)(C(C)(C)C)OCCCC(C#N)(C)C